2-behenoyl-sn-glycero-3-phosphorylcholine C(CCCCCCCCCCCCCCCCCCCCC)(=O)O[C@H](CO)COP(=O)(O)OCC[N+](C)(C)C